1H-indol-3-yl-[6-(trifluoromethyl)-2-pyridyl]methanone N1C=C(C2=CC=CC=C12)C(=O)C1=NC(=CC=C1)C(F)(F)F